CC(CC(C)=O)=O.CC(CC(C)=O)=O.CC(CC(C)=O)=O.[Mn+3] manganese (III) tris(2,4-pentanedione)